O1C(CCOCC1)=O 1,5-dioxacycloheptan-2-one